BrC1=C(C=C2C(=NC(=NC2=C1F)OCC12CCCN2C[C@@H](C1)F)N1C[C@H]2CC[C@@H](C1)N2C(=O)OC(C)(C)C)F Tert-butyl (1R,5S)-3-(7-bromo-6,8-difluoro-2-(((2R)-2-fluorotetrahydro-1H-pyrrolizin-7a(5H)-yl) methoxy) quinazolin-4-yl)-3,8-diazabicyclo[3.2.1]octane-8-carboxylate